(4-(benzyloxy)-3,3-dimethylbut-1-ynyl)trimethylsilane Calcium 1-cyclopropyl-7-(1-((2,4-diaminopyrimidin-5-yl)methyl)indolin-5-yl)-6,8-difluoro-4-oxo-1,4-dihydroquinoline-3-carboxylate C1(CC1)N1C=C(C(C2=CC(=C(C(=C12)F)C=1C=C2CCN(C2=CC1)CC=1C(=NC(=NC1)N)N)F)=O)C(=O)[O-].[Ca+2].C(C1=CC=CC=C1)OCC(C#C[Si](C)(C)C)(C)C.C1(CC1)N1C=C(C(C2=CC(=C(C(=C12)F)C=1C=C2CCN(C2=CC1)CC=1C(=NC(=NC1)N)N)F)=O)C(=O)[O-]